N-(2-(7-fluoro-1H-indol-3-yl)ethyl)-N-propylprop-2-yn-1-amine FC=1C=CC=C2C(=CNC12)CCN(CC#C)CCC